6H-dibenzo[a,g]quinolizine C1=CC=CC=2C1=C1C=C3C(=CN1CC2)C=CC=C3